ClC=1C(=C(C=CC1)[C@@H]1C[C@@H](C=2N1N=C(N2)S(=O)(=O)[C@@H]2[C@H](C2)F)F)F (5S,7S)-5-(3-chloro-2-fluoro-phenyl)-7-fluoro-2-[(1S,2S)-2-fluorocyclopropyl]sulfonyl-6,7-dihydro-5H-pyrrolo[1,2-b][1,2,4]triazole